6-(2-{1-[3,5-bis(trifluoromethyl)benzamido]ethyl}-3H-imidazo[4,5-b]pyridin-3-yl)nicotinic acid FC(C=1C=C(C(=O)NC(C)C2=NC=3C(=NC=CC3)N2C2=NC=C(C(=O)O)C=C2)C=C(C1)C(F)(F)F)(F)F